[C@@H]12CNC[C@H]2C1CC(=O)OCC ethyl (1R,5S,6S)-3-azabicyclo[3.1.0]hex-6-ylacetate